BrC1=CC(=C(C=C1)C=1N=C2SCCCN2C(C1C#N)=O)F 8-(4-bromo-2-fluorophenyl)-6-oxo-2H,3H,4H,6H-pyrimido[2,1-b][1,3]thiazine-7-carbonitrile